FC=1C=CC(=NC1)C1=NN(C=C1C1=C2C(=NC=C1)NC(=C2)C(F)(F)F)C 4-(3-(5-fluoropyridin-2-yl)-1-methyl-1H-pyrazol-4-yl)-2-(trifluoromethyl)-1H-pyrrolo[2,3-b]pyridine